(E)-4-(3-(4-methoxyphenyl)but-2-en-1-yl)-N-(p-tolyl)piperidine-1-carboxamide COC1=CC=C(C=C1)/C(=C/CC1CCN(CC1)C(=O)NC1=CC=C(C=C1)C)/C